FC1(CN(CCC1)C1=NC(=NC2=C(C=C(C(=C12)OC)F)F)OC[C@]12CCCN2C[C@@H](C1)F)F 4-(3,3-difluoropiperidin-1-yl)-6,8-difluoro-2-(((2R,7aS)-2-fluorotetrahydro-1H-pyrrolizin-7a(5H)-yl)methoxy)-5-methoxyquinazoline